N-(4-amino-2,6-dimethylphenyl)-2-(diethylamino)acetamide NC1=CC(=C(C(=C1)C)NC(CN(CC)CC)=O)C